C(C)[S@@](=O)(=N)C1=CC=C(NC=2C(=NC(=C(N2)NC)C=2C3=C(C=NC2)N(C=N3)C)C(=O)N)C=C1 (S)-3-[4-(Ethylsulfonimidoyl)anilino]-5-(methylamino)-6-(3-methylimidazo[4,5-c]pyridin-7-yl)pyrazine-2-carboxamide